COC1=CC=C(C=C1)N(C1=CC=C(C=C1)C#C)C1=CC=C(C=C1)OC N,N-bis(4-methoxyphenyl)-4-ethynylaniline